C(CC)OC1=CC=C(C=2C3=CC=C4C=CC=CC4=C3C=CC12)OCCC 1,4-dipropoxychrysene